O1CCC(C2=CC=CC=C12)NC1=NC=C(C=N1)C(=O)O 2-(Chroman-4-ylamino)pyrimidine-5-carboxylic acid